Cl.FC1(C[C@@H](CNC1)N1C(CCC1C)=O)F 1-[(3S)-5,5-difluoropiperidin-3-yl]-5-methylpyrrolidin-2-one hydrochloride